C(C)C=1C=C(C(=C(C1)CN(C)C)OCCCCCCCCCCCCCCCC)CN(C)C 1,1'-(5-Ethyl-2-hexadecyloxy-1,3-phenylen)-bis(N,N-dimethylmethanamin)